1-(5-((8-benzhydryl-3,8-diazabicyclo[3.2.1]oct-3-yl)methyl)-1-oxoisoindolin-2-yl)dihydropyrimidine-2,4(1h,3h)-dione C(C1=CC=CC=C1)(C1=CC=CC=C1)N1C2CN(CC1CC2)CC=2C=C1CN(C(C1=CC2)=O)N2C(NC(CC2)=O)=O